C/C(/C(=O)O)=C\C(=O)O.C(\C=C\C(=O)O)(=O)O.CN methylamine fumarate (methyl-fumarate)